Natrium (S)-3-(3-(1H-Pyrazol-1-yl)phenyl)-3-(3-(1-methyl-4-oxido-2-oxo-1,2-dihydropyridin-3-yl)ureido)propanoat N1(N=CC=C1)C=1C=C(C=CC1)[C@H](CC(=O)[O-])NC(=O)NC=1C(N(C=CC1[O-])C)=O.[Na+].[Na+]